(S)-5-((((6-(2-chloro-3-(3-chloro-4-((2-fluoro-3-((((R)-2-hydroxypropyl)amino)methyl)phenyl)amino)pyridin-2-yl)phenyl)-2-methoxypyridin-3-yl)methyl)amino)methyl)pyrrolidin-2-one ClC1=C(C=CC=C1C1=NC=CC(=C1Cl)NC1=C(C(=CC=C1)CNC[C@@H](C)O)F)C1=CC=C(C(=N1)OC)CNC[C@@H]1CCC(N1)=O